C(CCCCCCCCCCCCCCC)(=O)OC=1NC=CC1 Pyrrolyl monopalmitate